3-[4-[(3R,4S)-3-cyano-3-cyclopropyl-4-methyl-2-oxopyrrolidin-1-yl]pyrrolo[1,2-b]pyridazin-6-yl]imidazo[1,2-a]pyridine-7-carbonitrile C(#N)[C@@]1(C(N(C[C@H]1C)C=1C=2N(N=CC1)C=C(C2)C2=CN=C1N2C=CC(=C1)C#N)=O)C1CC1